CN1C=C(C=CC1=O)[C@@H](CN[C@@H]([C@H]1CNC=2C=CC=C(C2N1)C#N)C1=CC=CC=C1)C |o1:8| (R)-3-((R)-(((S or R)-2-(1-methyl-6-oxo-1,6-dihydropyridin-3-yl)propyl)amino)(phenyl)methyl)-1,2,3,4-tetrahydroquinoxaline-5-carbonitrile